(S)-7-amino-5-((2-(3-hydroxypiperidin-1-yl)-6-methylpyridin-4-yl)amino)pyrazolo[1,5-a]pyrimidine-3-carboxamide NC1=CC(=NC=2N1N=CC2C(=O)N)NC2=CC(=NC(=C2)C)N2C[C@H](CCC2)O